6-Cyclopent-1-enyl-3,3-dimethyl-2,3-dihydro-1H-pyrrolo[3,2-c]pyridine, Hydrochloride Salt Cl.C1(=CCCC1)C1=CC2=C(C=N1)C(CN2)(C)C